8-bromo-2-((tert-butoxycarbonyl)amino)-3H-benzo[b]azepin-4-carboxylic acid BrC=1C=CC2=C(N=C(CC(=C2)C(=O)O)NC(=O)OC(C)(C)C)C1